BrC=1C=CC(=C(COC2OCCCC2)C1)SC 2-((5-bromo-2-(methylthio)benzyl)oxy)tetrahydro-2H-pyran